(E)-2-(4-methoxyphenyl)-3-((4-methoxyphenyl)diazenyl)-1H-indole COC1=CC=C(C=C1)C=1NC2=CC=CC=C2C1\N=N\C1=CC=C(C=C1)OC